L-threonine hydrogen chloride Cl.N[C@@H]([C@H](O)C)C(=O)O